CSC1=NC=C(C(=C1)OC=1C(=NC(=NC1)N)N)C(=C)C 5-((2-(methylthio)-5-(prop-1-en-2-yl)pyridin-4-yl)oxy)pyrimidine-2,4-diamine